C(C)C=1OC2=C(C1)C(=C(C(=C2[2H])[2H])[2H])[2H] 2-ethylbenzofuran-4,5,6,7-d4